N1C=NC2=C1C=CC(=C2)N2C(OCC2C2=CC=C(C=C2)N2CC(CC2)(F)F)=O 3-(1H-Benzo[d]imidazol-5-yl)-4-(4-(3,3-difluoropyrrolidin-1-yl)phenyl)oxazolidin-2-on